[F-].C(CC)[N+]1=CC(=CC=C1)C 1-propyl-3-methylpyridinium fluoride